FC=1C=C(C=2N(C(C=CN2)=O)C1)C 7-fluoro-9-methyl-4H-pyrido[1,2-a]pyrimidin-4-one